tert-butyl(tert-butoxycarbonyl)(6-(1-(4-((tert-butyldiphenylsilyl)oxy)-3-methyltetrahydrofuran-3-yl)piperidin-4-yl)-7-chloroisoquinolin-3-yl)carbamate C(C)(C)(C)OC(N(C=1N=CC2=CC(=C(C=C2C1)C1CCN(CC1)C1(COCC1O[Si](C1=CC=CC=C1)(C1=CC=CC=C1)C(C)(C)C)C)Cl)C(=O)OC(C)(C)C)=O